OCC(CO)(CO)CC=C 2-(hydroxymethyl)-2-(2-propen-1-yl)-1,3-propanediol